[Br-].OCCCCCCCCCS(=O)(=O)O.[Na+] sodium 9-hydroxynonane-1-sulfonate bromide